1-(3,5-dimethylbenzyl)piperidin CC=1C=C(CN2CCCCC2)C=C(C1)C